2-(4'-((2S,5R)-4-(2-cyano-3-hydroxy-2-(hydroxymethyl)propanoyl)-2,5-dimethylpiperazin-1-yl)spiro[cyclobutane-1,5'-pyrrolo[2,3-d]pyrimidin]-7'(6'H)-yl)isonicotinonitrile C(#N)C(C(=O)N1C[C@@H](N(C[C@H]1C)C=1C2=C(N=CN1)N(CC21CCC1)C=1C=C(C#N)C=CN1)C)(CO)CO